4-iodobenzene-1,2-dinitrile IC=1C=C(C(=CC1)C#N)C#N